C(C)S(=O)(=O)C=1C=C(C=NC1C1=NC=2C(=NC=C(C2)S(=O)(=NCC)C(F)(F)F)N1C)C1(CC1)C#N 1-[5-ethylsulfonyl-6-[6-[N-ethyl-S-(trifluoromethyl)sulfonimidoyl]-3-methyl-imidazo[4,5-b]pyridin-2-yl]-3-pyridyl]cyclopropanecarbonitrile